N-(cyclopropyl(3-methylpyridin-2-yl)methyl)pyrazolo[1,5-a]pyrimidine C1(CC1)C(N1CC=C2N1C=CC=N2)C2=NC=CC=C2C